C(#N)C1=CC=C(S1)C=1C=C(C=CC1C(=O)N1CCS(CC1)(=O)=O)NC(=O)C1CC1 N-[3-(5-cyanothiophen-2-yl)-4-(1,1-dioxo-1,4-thiazinane-4-carbonyl)phenyl]cyclopropanecarboxamide